1-(tert-butyl) 2-methyl (S)-4-(6-((1-(4-(difluoromethyl)phenyl)-4-methyl-1H-1,2,3-triazol-5-yl)methoxy)pyridazin-3-yl)piperazine-1,2-dicarboxylate FC(C1=CC=C(C=C1)N1N=NC(=C1COC1=CC=C(N=N1)N1C[C@H](N(CC1)C(=O)OC(C)(C)C)C(=O)OC)C)F